NC=1C2=C(N=CN1)N(C=C2C2=CC=C(C=1N2C=CN1)NC(=O)NC1=CC(=C(C=C1)CN1CCN(CC1)C)C(F)(F)F)C 1-(5-(4-amino-7-methyl-7H-pyrrolo[2,3-d]pyrimidin-5-yl)imidazo[1,2-a]pyridin-8-yl)-3-(4-((4-methylpiperazin-1-yl)methyl)-3-(trifluorometh-yl)phenyl)urea